C(OC(C)(C)C)(OC(C)(C)C)=O ditertbutyl carbonate